4-((6-(1H-pyrazol-1-yl)pyridin-3-yl)oxy)benzene N1(N=CC=C1)C1=CC=C(C=N1)OC1=CC=CC=C1